(6R)-2-(1-fluorocyclopropyl)-5-[2-(2-fluorophenyl)sulfonyl-2-azaspiro[3.3]heptan-6-yl]-6-methyl-7,8-dihydro-6H-thiazolo[5,4-c]azepin-4-one FC1(CC1)C=1SC=2C(N([C@@H](CCC2N1)C)C1CC2(CN(C2)S(=O)(=O)C2=C(C=CC=C2)F)C1)=O